ClC1=C(C=CC(=C1)CF)S(=O)(=O)N1C[C@@]([C@H](C1)S(=O)(=O)C1=CC=C(C=C1)Cl)(O)CO (3r,4s)-1-((2-chloro-4-(fluoromethyl)phenyl)sulfonyl)-4-((4-chlorophenyl)sulfonyl)-3-(hydroxymethyl)pyrrolidin-3-ol